(S)-6-ethyl-2-((4-((2-hydroxy-1-phenylethyl)amino)-5-(1,3,4-oxadiazol-2-yl)pyridin-2-yl)amino)-7,7-dimethyl-6,7-dihydro-5H-pyrrolo[3,4-d]pyrimidin-5-one C(C)N1C(C=2N=C(N=CC2C1=O)NC1=NC=C(C(=C1)N[C@H](CO)C1=CC=CC=C1)C=1OC=NN1)(C)C